FC1(CCC(CC1)N1N=CC(=N1)[N+](=O)[O-])F (4,4-difluorocyclohexyl)-4-nitro-2H-1,2,3-triazole